(S)-(4-(4-fluorobenzo[d]thiazol-2-yl)-6,7-dihydro-1H-imidazo[4,5-c]pyridin-5(4H)-yl)(2-(2-hydroxypropan-2-yl)-4-methyloxazol-5-yl)methanone FC1=CC=CC2=C1N=C(S2)[C@H]2N(CCC1=C2N=CN1)C(=O)C1=C(N=C(O1)C(C)(C)O)C